OC(C(=O)N(C)[C@@H]1CNCC1)(C)C (S)-3-(2-hydroxy-N,2-dimethylpropanamido)pyrrolidin